ClC=1C=C(C=CC1Cl)C1=C(C=CC(=C1)F)[N+](=O)[O-] 2-(3,4-dichlorophenyl)-4-fluoronitrobenzene